(S)-N-(1-(6-(dimethylamino)pyridin-2-yl)ethyl)-5-(4-(trifluoromethyl)phenoxy)-2-naphthamide CN(C1=CC=CC(=N1)[C@H](C)NC(=O)C1=CC2=CC=CC(=C2C=C1)OC1=CC=C(C=C1)C(F)(F)F)C